FC1=C(C(=C(C=C1)B(O)O)C)C 4-FLUORO-2,3-DIMETHYLPHENYLBORONIC ACID